N-(1-(1H-indol-3-yl)hexane-2-yl)-6-(6-methyl-2,6-diazaspiro[3.3]heptane-2-yl)benzo[b]thiophene-2-carboxamide N1C=C(C2=CC=CC=C12)CC(CCCC)NC(=O)C1=CC2=C(S1)C=C(C=C2)N2CC1(C2)CN(C1)C